N-((4-fluorobenzo[d]isothiazol-7-yl)methyl)-3-(pyridazin-3-yl)pyridin-2-amine FC1=CC=C(C2=C1C=NS2)CNC2=NC=CC=C2C=2N=NC=CC2